ClC1=CC=C(C=C1)[C@@]1(N(C(C2=CC(=CC=C12)C(C)(C)O)=O)CC1=NC=C(C=C1)Cl)OC (3R)-3-(4-Chlorophenyl)-2-[(5-chloropyridin-2-yl)methyl]-6-(2-hydroxypropan-2-yl)-3-methoxy-2,3-dihydro-1H-isoindol-1-on